BrC1=C2C(=NC(=C1)N)NC=C2 4-bromo-1H-pyrrolo[2,3-b]pyridin-6-amine